C(=O)=C1CN=C(N=C1)O[C@H]1CN2C(OC1)=NC(=C2)[N+](=O)[O-] 5-carbonyl-(S)-2-((2-nitro-6,7-dihydro-5H-imidazo[2,1-b][1,3]oxazin-6-yl)oxy)pyrimidine